(5S,6R)-5-[tert-butyl(dimethyl)silyl]oxy-6-isobutyl-piperidin-2-one [Si](C)(C)(C(C)(C)C)O[C@H]1CCC(N[C@@H]1CC(C)C)=O